(S)-N-(6-guanidino-1-((2-methylpyrimidin-5-yl)oxy)-2-oxohexan-3-yl)-2-methoxy-2-methylpropanamide N(C(=N)N)CCC[C@@H](C(COC=1C=NC(=NC1)C)=O)NC(C(C)(C)OC)=O